5,8-dioxaspiro[3.4]octane-2-carboxylic acid ethyl ester C(C)OC(=O)C1CC2(C1)OCCO2